tert-butyl (1-((2-(tert-butylamino)-5-nitropyrimidin-4-yl) amino)-2-methylpropan-2-yl)carbamate C(C)(C)(C)NC1=NC=C(C(=N1)NCC(C)(C)NC(OC(C)(C)C)=O)[N+](=O)[O-]